2-(2-ethoxy-3-pyridinyl)-5-isopropyl-N-[(2-methoxy-4-pyridinyl)methyl]-7-methyl-imidazo[1,5-b]pyridazin-4-amine C(C)OC1=NC=CC=C1C=1C=C(C=2N(N1)C(=NC2C(C)C)C)NCC2=CC(=NC=C2)OC